CC=1C=CC(=NC1)CN1N=C2C3=C(CC4(C2=C1)CC4)OC(=C3C(F)(F)F)C(=O)NC=C3OCCC3 2'-[(5-methylpyridin-2-yl)methyl]-N-{[(2S)-oxolanyl-2-yl]methyl}-8'-(trifluoromethyl)-2',5'-dihydrospiro[cyclopropane-1,4'-furo[2,3-g]indazole]-7'-carboxamide